CN1N=C(C=C1C)NC1=NC=C(C(=N1)C1=CNC2=C(C=CC=C12)N1C(C2=CC=CC(=C2C1)C1=C(C(=O)OC)C=CC=C1)=O)C methyl 2-(2-(3-(2-((1,5-dimethyl-1H-pyrazol-3-yl)amino)-5-methylpyrimidin-4-yl)-1H-indol-7-yl)-1-oxoisoindolin-4-yl)benzoate